FC=1C=CC2=C(NC([C@H]([C@H](O2)C)NC(C(C(=O)NCC(C(F)(F)F)(F)F)OC)=O)=O)C1 N-((6R,7S)-2-fluoro-6-methyl-8-oxo-6,7,8,9-tetrahydro-5-oxa-9-azabenzocyclohepten-7-yl)-2-methoxy-N'-(2,2,3,3,3-pentafluoro-propyl)malonamide